2,6-dibromo-N,N-diphenylpyridin-4-amine BrC1=NC(=CC(=C1)N(C1=CC=CC=C1)C1=CC=CC=C1)Br